N-benzyl-1-(furan-2-yl)-N-((3-methyl-[1,2,4]triazolo[4,3-a]pyrazin-8-yl)methyl)methylamine C(C1=CC=CC=C1)N(CC=1C=2N(C=CN1)C(=NN2)C)CC=2OC=CC2